(2,4-Difluorophenyl)methan-d2-ol FC1=C(C=CC(=C1)F)C(O)([2H])[2H]